O=C[C@H](O)[C@H](O)[C@H](O)[C@H](O)C(=O)OCCC propyl alluronate